[Si](C)(C)(C(C)(C)C)OCC1=C(C=C(NC([C@H](C)NC([C@H](C(C)C)NC(OCC2C3=CC=CC=C3C=3C=CC=CC23)=O)=O)=O)C=C1)I (9H-fluoren-9-yl)methyl [(2S)-1-({(2S)-1-[4-({[tert-butyl(dimethyl)silyl]oxy}methyl)-3-iodoanilino]-1-oxopropan-2-yl}amino)-3-methyl-1-oxobutan-2-yl]carbamate